C(C)(C)(C)OC(=O)N1CC(NCC1)COC=1C(=NC(=C(C(=O)O)C1)N1CC(CC1)(C)C)Cl ((4-(tert-Butoxycarbonyl)piperazin-2-yl)methoxy)-6-chloro-2-(3,3-dimethylpyrrolidin-1-yl)nicotinic acid